β-thienyl-serine S1C(=CC=C1)C([C@H](N)C(=O)O)O